3,6-Dichloro-N-[2-(2-methoxyphenyl)ethyl]pyridazin ClC=1NN(C(=CC1)Cl)CCC1=C(C=CC=C1)OC